C(C=C)(=O)N1C[C@@H](N(CC1)C1=NC(=NC2=C1N=C(N(C2=O)C2=CC=CC1=CC=CC(=C21)Cl)C(F)(F)F)OC[C@H]2N(C[C@@H](C2)F)C)C 8-((S)-4-acryloyl-2-methylpiperazin-1-yl)-3-(8-chloronaphthalen-1-yl)-6-(((2s,4r)-4-fluoro-1-methylpyrrolidin-2-yl)methoxy)-2-(trifluoromethyl)pyrimido[5,4-d]Pyrimidin-4(3H)-one